C(C1=CC=CC=C1)S(=O)(=O)CCC(=O)OCC ethyl 3-(benzylsulfonyl)propionate